O[C@@H]1C[C@H](N(C1)C(=O)[C@@H](NC(CCOCCOCCOCCOCCOCCC(=O)O)=O)C(C)C)C(NCC1=CC=C(C=C1)C1=C(N=CS1)C)=O (S)-21-((2S,4R)-4-hydroxy-2-((4-(4-methylthiazol-5-yl)benzyl)carbamoyl)pyrrolidine-1-carbonyl)-22,22-dimethyl-19-oxo-4,7,10,13,16-pentaoxa-20-azadocosanoic acid